OC1=C(C(=CC(=C1)C(F)(F)F)C)C=1C=CC=2C(N1)=NN(C2)C2CCC(N[C@@H]2C)=O (51S,6R)-5-(6-(2-hydroxy-6-methyl-4-(trifluoromethyl)phenyl)-2H-pyrazolo[3,4-b]pyridin-2-yl)-6-methylpiperidin-2-one